C1(CCC1)OCC1=C(C=CC=C1)C=1C(=CC=CC1)S(=O)(=O)NC1=NOC(=C1C)C 2'-(cyclobutoxymethyl)-N-(4,5-dimethylisoxazol-3-yl)-[1,1'-biphenyl]-2-sulfonamide